5-bromo-1H-pyrimidine-2,4-dione BrC=1C(NC(NC1)=O)=O